6-(4-((5-(1,6-dimethyl-1H-pyrazolo[3,4-b]pyridin-4-yl)-3-methyl-4,5,6,7-tetrahydro-1H-pyrazolo[4,3-c]pyridin-1-yl)methyl)bicyclo[2.2.2]octan-1-yl)-2-oxa-6-azaspiro[3.3]heptane CN1N=CC=2C1=NC(=CC2N2CC1=C(CC2)N(N=C1C)CC12CCC(CC1)(CC2)N2CC1(COC1)C2)C